Cl.N1CCC2(CC1)CC1=CC=CC=C1C2 1,3-dihydrospiro[indene-2,4'-piperidine] hydrochloride